N2-(4-methoxy-3-(3-(pyrrolidin-1-yl)propoxy)phenyl)-N4-(oxetan-3-ylmethyl)pyrimidine-2,4-diamine COC1=C(C=C(C=C1)NC1=NC=CC(=N1)NCC1COC1)OCCCN1CCCC1